C1(CC1)C(=O)NC1=NC=C(C(=O)NC)C(=C1)NC1=CN(C2=C1C(N(C=C2)CC)=O)C2CC2 6-(Cyclopropanecarboxamido)-4-((1-cyclopropyl-5-ethyl-4-oxo-4,5-dihydro-1H-pyrrolo[3,2-c]pyridin-3-yl)amino)-N-methylnicotinamide